FC(S(=O)(=O)[O-])(F)F.FC([S+](=O)=O)(F)F trifluoromethanesulfonylium trifluoromethanesulfonate